ClC1=NC=C(C(=N1)C#CC(C)(O)C)C(F)(F)F 4-(2-chloro-5-(trifluoromethyl)pyrimidin-4-yl)-2-methylbutan-3-yn-2-ol